CC(C)=C1CC2(CCC(N2C1)=O)C(=O)OCC ethyl 2-(prop-2-ylidene)-5-oxotetrahydro-1H-pyrrolizine-7a(5H)-carboxylate